7-[(2-Hydroxyethyl)amino]-1,6-dimethyl-4-{4-[1-(2-methylphenyl)-1H-pyrazol-3-yl]piperidin-1-yl}-2-oxo-1,2-dihydroquinoline-3-carboxamide OCCNC1=C(C=C2C(=C(C(N(C2=C1)C)=O)C(=O)N)N1CCC(CC1)C1=NN(C=C1)C1=C(C=CC=C1)C)C